NC=1C2=C(N=CN1)N(C(=C2C2=CC(=C(C=C2)OC2=NC(=CC=C2)CC)OC)C2=CC=C(C=C2)NC(C=C)=O)C N-(4-(4-amino-5-(4-((6-ethylpyridin-2-yl)oxy)-3-methoxyphenyl)-7-methyl-7H-pyrrolo[2,3-d]pyrimidin-6-yl)phenyl)acrylamide